C1(CCCCC1)C1=CC=C(CN(C(C(F)(F)F)=O)C2=C(C=C3C=NN(C3=C2)COCC[Si](C)(C)C)F)C=C1 N-(4-cyclohexylbenzyl)-2,2,2-trifluoro-N-(5-fluoro-1-((2-(trimethylsilyl)ethoxy)methyl)-1H-indazol-6-yl)acetamide